OC=1C=C(C=CC1O)CCC(=O)OCC(COC(CCC1=CC(=C(C=C1)O)O)=O)(COC(CCC1=CC(=C(C=C1)O)O)=O)COC(CCC1=CC(=C(C=C1)O)O)=O pentaerythritol-tetrakis[3-(3-hydroxy-4-hydroxyphenyl) propionate]